tert-butyl 4-((piperidin-4-ylmethoxy)methyl-d2)piperidine-1-carboxylate N1CCC(CC1)COC(C1CCN(CC1)C(=O)OC(C)(C)C)([2H])[2H]